N-(4-iodo-2,5-dimethylphenyl)-N-[2-(2-methoxypropyl)pyrazolo[4,3-b]pyridin-5-yl]but-2-ynamide IC1=CC(=C(C=C1C)N(C(C#CC)=O)C=1C=CC=2C(N1)=CN(N2)CC(C)OC)C